(2R)-4,4-difluoro-N-(4-{5-fluoro-7-[(2S)-oxolan-2-yl]-3-(pyridin-2-yl)-1H-pyrrolo[3,2-b]pyridin-2-yl}pyridin-2-yl)-2-(4-fluorophenyl)butanamide FC(C[C@@H](C(=O)NC1=NC=CC(=C1)C1=C(C2=NC(=CC(=C2N1)[C@H]1OCCC1)F)C1=NC=CC=C1)C1=CC=C(C=C1)F)F